C(C=C)[C@@H](CNC(OCC1=CC=CC=C1)=O)[C@@H](C)NC(OC(C)(C)C)=O benzyl tert-butyl ((2S,3R)-2-allylbutane-1,3-diyl)dicarbamate